Br[SiH]1CC[SiH](CC1)C 1-bromo-4-methyl-1,4-disilacyclohexane